Cl.C12(CNCC(CC1)C2)CO 3-azabicyclo[3.2.1]octan-1-ylmethanol hydrochloride